C(C1=CC=C(C(=S)OCC2=C(C(=C(C=C2C)C(C)(C)C)O)C)C=C1)(=S)OCC1=C(C(=C(C=C1C)C(C)(C)C)O)C bis-(4-tert-butyl-3-hydroxy-2,6-dimethylbenzyl) dithio-terephthalate